C(=O)(OC(C)(C)C)N1CC[C@H](C1)C1=CC=CC=C1 (4S,2R)-Boc-4-phenyl-pyrrolidine